C(C)(C)NC(O[C@H]1C[C@H](CC1)C=1NN=C(C1)NC(COC1=C(C(=CC=C1)NS(=O)(=O)C)C=O)=O)=O (1R,3S)-3-{5-[2-(2-formyl-3-methanesulfonamidophenoxy)acetamido]-2H-pyrazol-3-yl}cyclopentyl N-isopropylcarbamate